C(C)(C)(C)[SiH](O[SiH](C(C)(C)C)C(C)(C)C)C(C)(C)C 1,1,3,3-tetra-tert-butyldisiloxane